O=C1NC2=CC=CC=C2C1 2-oxo-indoline